N-((3-(N,N-dimethylsulfamoyl)pyridin-2-yl)carbamothioyl)-4-isopropoxypicolinimidamide CN(S(=O)(=O)C=1C(=NC=CC1)NC(=S)NC(C1=NC=CC(=C1)OC(C)C)=N)C